1-(3-(4-chloro-3-ethyl-1H-pyrrolo[2,3-b]pyridin-5-yl)phenyl)-4-(2-morpholinoacetyl)piperazin-2-one ClC1=C2C(=NC=C1C=1C=C(C=CC1)N1C(CN(CC1)C(CN1CCOCC1)=O)=O)NC=C2CC